2-((5-acrylamido-4-fluoro-2-methoxyphenyl)amino)-4-(1-(dimethylamino)-1H-indol-3-yl)pyrimidine-5-carboxylic acid methyl ester COC(=O)C=1C(=NC(=NC1)NC1=C(C=C(C(=C1)NC(C=C)=O)F)OC)C1=CN(C2=CC=CC=C12)N(C)C